N-(2-(3-pentoxy)ethyl)-3-morpholinopropan-1-amine CCC(CC)OCCNCCCN1CCOCC1